2-(2,6-dioxopiperidin-3-yl)-N-(6-fluorobenzo[b]thiophen-3-yl)-1-oxoisoindoline-5-carboxamide O=C1NC(CCC1N1C(C2=CC=C(C=C2C1)C(=O)NC=1C2=C(SC1)C=C(C=C2)F)=O)=O